CC=1C=C(C=CC1Cl)NC1=NC=C(C(=N1)NC1CCNCC1)C=1C=NN(C1)CCO 2-(4-(2-(3-methyl-4-chlorophenyl-amino)-4-(piperidin-4-ylamino)pyrimidin-5-yl)-1H-pyrazol-1-yl)ethanol